NC1=NC=C(C(=N1)C1=CC=C(C=C1)NC1=NC(=NC=C1)NCC1=CC=CC=C1)C N4-(4-(2-amino-5-methylpyrimidin-4-yl)phenyl)-N2-benzylpyrimidine-2,4-diamine